cyclohexyl-p-phenylenediamine C1(CCCCC1)NC1=CC=C(C=C1)N